7-amino-2-methyl-5-(5-methylfuran-2-yl)-[1,2,4]triazolo[1,5-c]pyrimidine-8-carboxamide NC1=C(C=2N(C(=N1)C=1OC(=CC1)C)N=C(N2)C)C(=O)N